bis-[2-(ethanesulfonyloxy)-4-methyl-phenyl]urea C(C)S(=O)(=O)OC1=C(C=CC(=C1)C)NC(NC1=C(C=C(C=C1)C)OS(=O)(=O)CC)=O